N1CC=CC2=CN=CC=C12 1,2-dihydro-1,6-naphthyridine